ethyl 3-(benzylthio)-2,5-dichlorobenzoate C(C1=CC=CC=C1)SC=1C(=C(C(=O)OCC)C=C(C1)Cl)Cl